NC=1C2=C(N=C(N1)C=1N=C(C=3N(C1)N=CN3)CCC(C(F)(F)F)(F)F)NC(C2(C)C2=CC(=CC=C2)O)=O 4-Amino-5-(3-hydroxyphenyl)-5-methyl-2-(8-(3,3,4,4,4-pentafluorobutyl)-[1,2,4]triazolo[1,5-a]pyrazin-6-yl)-5,7-dihydro-6H-pyrrolo[2,3-d]pyrimidin-6-one